F[P-](F)(F)(F)(F)F.N1=C(C=CC=C1)C1=NC=CC=C1 2-(2-pyridyl)pyridine hexafluorophosphate